5-bromo-2-ethoxy-N-(2-methylpyridin-3-yl)pyrimidin-4-amine BrC=1C(=NC(=NC1)OCC)NC=1C(=NC=CC1)C